O[C@@H](CNCC=1N=NN(C1)CCOCCOC12CC3(CC(C[C@H](C1)C3)C2)NCC(=O)N2C(CCC2)C#N)[C@H]([C@@H]([C@@H](CO)O)O)O 1-(((1S,3R,5S)-3-(2-(2-(4-((((2S,3R,4R,5R)-2,3,4,5,6-pentahydroxyhexyl)amino)methyl)-1H-1,2,3-triazol-1-yl)ethoxy)ethoxy)adamantan-1-yl)glycyl)pyrrolidine-2-carbonitrile